C(C)(=O)OC[C@@H]1OC2=C(C3=C(N=C(S3)C3=C4N=CC(=NC4=CC(=C3)C)OC(F)F)C(=C2)C)OC1 (R)-(2-(2-(difluoromethoxy)-7-methylquinoxalin-5-yl)-4-methyl-7,8-dihydro-[1,4]dioxino[2',3':3,4]benzo[1,2-d]thiazol-7-yl)methyl acetate